N-(4-bromobenzyl)-4-(3-(pyridin-4-ylmethyl)ureido)benzamide BrC1=CC=C(CNC(C2=CC=C(C=C2)NC(=O)NCC2=CC=NC=C2)=O)C=C1